N,N'-dimethyl-(diethyl)-ethylenediamine CN(CCN(C)CC)CC